(S)-N-(5-(2-methyl-5-(3,3,3-trifluoro-2-hydroxy-2-methylpropoxy)pyridin-4-yl)pyrazolo[1,5-a]pyridin-2-yl)cyclopropanecarboxamide CC1=NC=C(C(=C1)C1=CC=2N(C=C1)N=C(C2)NC(=O)C2CC2)OC[C@](C(F)(F)F)(C)O